C(C1=CC=CC=C1)N1CCN2C1=NC(C1=C2C(CN(C1)CC1=CC=CC=C1)(F)F)=O 3,7-Dibenzyl-9,9-difluoro-2,3,6,7,8,9-hexahydroimidazo[1,2-a]pyrido[3,4-e]pyrimidin-5(1H)-one